(1R,3S)-3-(hydroxymethyl)cyclopentanol tert.-Butylacrylate C(C)(C)(C)C(C(=O)O[C@H]1C[C@H](CC1)CO)=C